L-1,4-dihydroxyanthraquinone OC1=CC=C(C=2C(C3=CC=CC=C3C(C12)=O)=O)O